C1(=CC=CC=C1)[C@H]1N(OCC1)C(=O)OC(C)(C)C tert-Butyl (S)-3-phenylisoxazolidine-2-carboxylate